tert-butyl (R)-(1-aminopropan-2-yl)carbamate NC[C@@H](C)NC(OC(C)(C)C)=O